F\C(\C(=O)NC=1C(=NC=C(C1C)F)C)=C/C1=CC=C2C(=NN(C2=C1)C1OCCCC1)F (2Z)-2-fluoro-3-[3-fluoro-1-(oxan-2-yl)indazol-6-yl]-N-(5-fluoro-2,4-dimethylpyridin-3-yl)prop-2-enamide